[2-[(1s,5r)-3-azabicyclo[3.1.0]hex-6-yl]-8-methoxy-imidazo[1,2-a]pyridin-6-yl]-8-(difluoromethyl)-2-methyl-imidazo[1,2-b]pyridazine [C@@H]12CNC[C@H]2C1C=1N=C2N(C=C(C=C2OC)C2=C(N=C3N2N=CC=C3C(F)F)C)C1